4,4'-(5,6-dinitrobenzo[c][1,2,5]thiadiazole-4,7-diyl)bis(N,N-diphenylaniline) [N+](=O)([O-])C1=C(C=2C(=NSN2)C(=C1[N+](=O)[O-])C1=CC=C(N(C2=CC=CC=C2)C2=CC=CC=C2)C=C1)C1=CC=C(N(C2=CC=CC=C2)C2=CC=CC=C2)C=C1